CC1(COC1)C(=O)N 3-methyl-oxetane-3-carboxamide